(5RS)-2-[2-Fluoro-3-(trifluoromethyl)benzyl]-3-oxo-2,3,5,6,7,8-hexahydro[1,2,4]triazolo[4,3-a]pyridin FC1=C(CN2N=C3N(CCCC3)C2=O)C=CC=C1C(F)(F)F